2-CHLORO-4-FLUOROPHENYLBORONIC ACID ClC1=C(C=CC(=C1)F)B(O)O